C(C)C1=CC=C(C=C1)C12CC(CC(CC1)S2)=O 5-(4-ethylphenyl)-8-thiabicyclo[3.2.1]octan-3-one